(RS)-1-((RS)-8,9-dimethyl-8,9-dihydro-7H-thiazolo[4',5':3,4]benz[1,2-b][1,4]oxazin-2-yl)-5-(prop-1-yn-1-yl)imidazolidin-2-one C[C@H]1N(C=2C(OC1)=CC=C1C2N=C(S1)N1C(NC[C@H]1C#CC)=O)C |r|